[SiH3]NC(N[SiH3])=O bis-silyl-urea